ClC1=C(C=C(OC2=CC=C(C=C2)C2=NC3=CC(=C(C=C3C(=N2)N)OC)OCC2CCN(CC2)C)C=C1)C(F)(F)F (4-(4-chloro-3-(trifluoromethyl)phenoxy)phenyl)-6-methoxy-7-((1-methylpiperidin-4-yl)methoxy)quinazolin-4-amine